BrCCCCCCCCCCC(=O)OC methyl 11-bromoundecanoate